butandisulphonate C(CCCS(=O)(=O)[O-])S(=O)(=O)[O-]